2-(3-Bromo-4-(methyl-d3)phenyl)-1,1,1-trifluoro-3-methylbutane-2,3-diol BrC=1C=C(C=CC1C([2H])([2H])[2H])C(C(F)(F)F)(C(C)(O)C)O